(R)-2-(tert-Butylamino)-1-(5-fluoropyridin-3-yl)ethan C(C)(C)(C)NCCC=1C=NC=C(C1)F